C1=2C=C(C=CC2CC1)/C=C/C(=O)O (E)-3-[bicyclo[4.2.0]octa-1(6),2,4-trien-3-yl]prop-2-enoic acid